(E)-3-(4-hydroxyphenyl)acrylic acid methyl ester COC(\C=C\C1=CC=C(C=C1)O)=O